2,5-dichloro-N-[2-(isopropylsulfonyl)phenyl]Pyridin-4-amine hydrochloride Cl.ClC1=NC=C(C(=C1)NC1=C(C=CC=C1)S(=O)(=O)C(C)C)Cl